(2-(Didodecylamino)ethyl)(dodecylamino)-1-(5-(dinonylglycyl)-2,5-diazabicyclo[2.2.1]heptan-2-yl)ethan-1-one C(CCCCCCCCCCC)N(CCC(C(=O)N1C2CN(C(C1)C2)C(CN(CCCCCCCCC)CCCCCCCCC)=O)NCCCCCCCCCCCC)CCCCCCCCCCCC